FC(C(=O)O)(F)F.C(#N)CC1(CN(C1)C=1N=CC(=NC1)C(=O)N[C@H](C(F)(F)F)C)N1N=CC(=C1)C=1C(=NNC1C)C 5-[3-(Cyanomethyl)-3-(3',5'-dimethyl-1H,1'H-4,4'-bipyrazol-1-yl)azetidin-1-yl]-N-[(1S)-2,2,2-trifluoro-1-methylethyl]pyrazine-2-carboxamide trifluoroacetate